C=C=C=C=C=C=C=C=C=C=C=C=C=C=C=C=C=CCCCCC tricosaheptadecene